[Cl-].P(=O)(OC1=CC=CC=C1)([O-])[O-] phenyl phosphate chloride